1-methyl-2-(2-methylpyridin-4-yl)-N-(tetrahydro-2H-pyran-4-yl)-1H-pyrrolo[3,2-c]Pyridin-6-amine CN1C(=CC=2C=NC(=CC21)NC2CCOCC2)C2=CC(=NC=C2)C